FC(C=1C=C(OC2=CC(=C(C=C2F)S(=O)(=O)NC2=NC=NC=C2)F)C=C(C1)C(F)(F)F)(F)F 4-[3,5-bis(trifluoromethyl)phenoxy]-2,5-difluoro-N-(pyrimidin-4-yl)benzene-1-sulfonamide